COCN(CCC)CC1=CC=CC=C1 methoxybenzyl-propylmethylamine